1-(6-chloropyrimidin-4-yl)-3-iodo-1H-pyrazolo[3,4-d]pyrimidin-4-amine ClC1=CC(=NC=N1)N1N=C(C=2C1=NC=NC2N)I